N-((1s,3s)-3-((5-(3-(2,2-difluoroethyl)-2-methyl-3H-imidazo[4,5-b]pyridin-5-yl)-7H-pyrrolo[2,3-d]pyrimidin-2-yl)amino)-1-methylcyclobutyl)acetamide FC(CN1C(=NC=2C1=NC(=CC2)C2=CNC=1N=C(N=CC12)NC1CC(C1)(C)NC(C)=O)C)F